CC(=O)O[C@H](CC(=O)O)C[N+](C)(C)C.[Cl-] Acetyl-L-Carnitine HCl